4-(3-(2-amino-4-(4-amino-2-fluorophenoxy)pyridin-3-yl)propynyl)piperazine-1-carboxylic acid tert-butyl ester C(C)(C)(C)OC(=O)N1CCN(CC1)C#CCC=1C(=NC=CC1OC1=C(C=C(C=C1)N)F)N